(2S,6S*)-4-[(tert-butoxy)carbonyl]-6-[(tert-butyldimethylsilyl)oxy]-1,4-oxazocane C(C)(C)(C)OC(=O)N1CCOCC[C@@H](C1)O[Si](C)(C)C(C)(C)C |o1:13|